1-(4-(3S,4S)-((tert-butyldiphenylsilyl)oxy)-3-methyltetrahydrofuran-3-yl)piperazine [Si](C1=CC=CC=C1)(C1=CC=CC=C1)(C(C)(C)C)O[C@H]1[C@@](COC1)(C)N1CCNCC1